CP(=O)(C)C=1C=C(C(=O)OC)C=C(C1)F methyl 3-(dimethylphosphoryl)-5-fluorobenzoate